((3-(aminomethyl)phenyl)amino)methanoic acid-2-methylpropan-2-yl ester CC(C)(C)OC(=O)NC1=CC(=CC=C1)CN